ClC=1C=CC(=C(C(=O)N[C@@H](C)C2=CC=C(C(=O)O)C=C2)C1)OC1=CC(=CC(=C1)F)F 4-((1S)-1-{[5-chloro-2-(3,5-difluorophenoxy)benzoyl]amino}ethyl)benzoic acid